COC(=O)C12CCC(CC1)(CC2)C2=C1C=C(NC1=CC=C2)C(NC)=O.ClC2=CC=C(C=C2)C(=O)N2C(=NNC2=S)C2=NC1=CC=CC=C1C=C2 (4-Chlorophenyl)(3-(quinolin-2-yl)-5-thioxo-1,5-dihydro-4H-1,2,4-triazol-4-yl)methanone methyl-4-(2-(methylcarbamoyl)-1H-indol-4-yl)bicyclo[2.2.2]octane-1-carboxylate